(R)-(1-(5-chlorothiazolo[5,4-d]pyrimidin-7-yl)pyrrolidin-2-yl)methanol ClC=1N=C(C2=C(N1)SC=N2)N2[C@H](CCC2)CO